COC1=C(C=C2C=NN(C2=C1)CC1COCC1)C(=O)[O-] 6-methoxy-1-((tetrahydrofuran-3-yl) methyl)-1H-indazole-5-carboxylate